2-trifluoromethyl-3-methoxyperfluoropentane FC(C(C(F)(F)F)(C(C(C(F)(F)F)(F)F)(OC)F)F)(F)F